[C@H]1([C@H](C([C@@H]([C@@H](C1O)O)O)OP(=O)(O)O)O)O 1D-myo-inositol 1-monophosphate